5-[4-(aminomethyl)anilino]-1-(6-benzyloxy-2-hydroxy-3-pyridyl)-3-methyl-benzimidazol-2-one NCC1=CC=C(NC2=CC3=C(N(C(N3C)=O)C=3C(=NC(=CC3)OCC3=CC=CC=C3)O)C=C2)C=C1